FS(=O)(=O)/C=C/C1=CC=C(OCCOCCOCCOCCOCC(=O)ON2C(CCC2=O)=O)C=C1 2,5-dioxopyrrolidin-1-yl (E)-14-(4-(2-(fluorosulfonyl) vinyl)phenoxy)-3,6,9,12-tetraoxatetradecanoate